3-(1-(3,4-Dichlorobenzyl)-1H-1,2,3-triazol-4-yl)-2-(4-ethylphenyl)imidazo[1,2-a]pyridin ClC=1C=C(CN2N=NC(=C2)C2=C(N=C3N2C=CC=C3)C3=CC=C(C=C3)CC)C=CC1Cl